CC1(CC(=CC=C1)CCN1CN=C(C2=CC=C(C=C12)N)N)C(F)(F)F 1-(2-(3-methyl-3-(trifluoromethyl)phenyl)ethyl)quinazoline-4,7-diamine